N[C@@H](C(=O)NC1C2SC(C(N2C1=O)C(=O)[O-])(C)C)C1=CC=CC=C1 6-((R)-2-amino-2-phenylacetamido)-3,3-dimethyl-7-oxo-4-thia-1-azabicyclo[3.2.0]heptan-2-carboxylat